N-(2,6-dioxo-3-piperidyl)-4-piperazin-1-yl-benzamide O=C1NC(CCC1NC(C1=CC=C(C=C1)N1CCNCC1)=O)=O